C(CCCCCC\C=C/CCCC)CC(=O)[O-] (Z)-8-tridecenylacetate